(2R,4S)-2-(2-((R)-5-(1,3-dioxoisoindolin-2-yl)pent-2-yloxy)-5-fluorophenyl)-4-fluoropyrrolidine-1-carboxylic acid tert-butyl ester C(C)(C)(C)OC(=O)N1[C@H](C[C@@H](C1)F)C1=C(C=CC(=C1)F)O[C@H](C)CCCN1C(C2=CC=CC=C2C1=O)=O